2,4-dichloro-7-fluoroquinoline ClC1=NC2=CC(=CC=C2C(=C1)Cl)F